2,3-dimethyl-2,3-dimethyl-pyrazine CC1(N=CC=NC1(C)C)C